ClC=1C=C(C=C(C1)F)C1=CC(=CC=C1)[C@H](C(=O)N1CC2=C(N=C(NC2=O)C2(CC2)C2=CC=CC=C2)CC1)O (R)-6-(2-(3'-chloro-5'-fluoro-[1,1'-biphenyl]-3-yl)-2-hydroxyacetyl)-2-(1-phenylcyclopropyl)-5,6,7,8-tetrahydropyrido[4,3-d]pyrimidin-4(3H)-one